C(C)OC1=C(OC=2N=NC(=CC2C(=O)NC2=CC(=CC=C2)S(=O)(=O)C)C)C=CC(=C1)F 3-(2-Ethoxy-4-fluorophenoxy)-6-methyl-N-(3-(methylsulfonyl)phenyl)pyridazine-4-carboxamide